C1(CC1)COC=1C=CC(=C2C=CC(NC12)=O)[C@@H](CNC1CC2=CC(=C(C=C2C1)CC)CC)O (S)-8-(cyclopropylmethoxy)-5-(2-((5,6-diethyl-2,3-dihydro-1H-inden-2-yl)amino)-1-hydroxyethyl)quinolin-2(1H)-one